1-cyclopropyl-4-imino-6-(trifluoromethyl)pyrimidin-2-one 3-amino-7-oxoheptanoate NC(CC(=O)O)CCCC=O.C1(CC1)N1C(NC(C=C1C(F)(F)F)=N)=O